N,N-bisallyl-dodecylamine C(C=C)N(CC=C)CCCCCCCCCCCC